6-(5-chloro-3-(4-fluorophenyl)-1H-indol-1-yl)-N-(methylsulfonyl)nicotinamide ClC=1C=C2C(=CN(C2=CC1)C1=NC=C(C(=O)NS(=O)(=O)C)C=C1)C1=CC=C(C=C1)F